4-(4-fluorobenzyl)-1-(2-(pyridazin-4-yl)nicotinoyl)piperidine FC1=CC=C(CC2CCN(CC2)C(C2=C(N=CC=C2)C2=CN=NC=C2)=O)C=C1